FC1(C(CN(C1)C1=NC(=CC(=C1)I)N1CCOCC1)NC(OCC1=CC=CC=C1)=O)F benzyl N-{4,4-difluoro-1-[4-iodo-6-(morpholin-4-yl)pyridin-2-yl]pyrrolidin-3-yl}carbamate